BrC=1C=C(C(NC1)(C)C(=O)OCC)C(=O)OCC diethyl 5-bromopicoline-2,3-dicarboxylate